N1=C2C(=NC=C1)CN(C2)C(=O)NC2=CC=C(C=C2)C=2CCN(CC2)C(=O)OC(C)(C)C tert-butyl 4-(4-(6,7-dihydro-5H-pyrrolo[3,4-b]pyrazine-6-carboxamido)phenyl)-3,6-dihydropyridine-1(2H)-carboxylate